1-(3-chloro-2-(3,5-dimethylisoxazol-4-yl)-7-methylquinolin-5-yl)ethan-1-one ClC=1C(=NC2=CC(=CC(=C2C1)C(C)=O)C)C=1C(=NOC1C)C